C1NC[C@H]2[C@H]1C=C(C2)N2N=C(C1=CC=C(C=C21)C)C=2C=NN(C2)C ((3aR,6aS)-1,2,3,3a,4,6a-hexahydrocyclopenta[c]pyrrol-5-yl)-6-methyl-3-(1-methyl-1H-pyrazol-4-yl)-1H-indazole